COC(CCN(C)C)OC 3,3-dimethoxy-N,N-dimethyl-1-propylamine